NC=1N=C2N(C=C(C=C2F)C2=C3C=CNC3=CC=C2)C1C(=O)[C@H]1[C@H](C1)F (2-amino-8-fluoro-6-(1H-indol-4-yl)imidazo[1,2-a]pyridin-3-yl)((1S,2S)-2-fluorocyclopropyl)methanone